C(#N)C1=CC=C(C=C1)C=1C=NN(C1O)C1=CC=C(C=N1)NS(=O)(=O)C N-(6-(4-(4-cyanophenyl)-5-hydroxy-1H-pyrazol-1-yl)pyridin-3-yl)methanesulfonamide